COC=1SC=CN1 2-methoxythiazol